ClC1=CC=CC=2C=3N(C(=NC12)N[C@H]1C(NCCNC1)=O)N=C(N3)C=3C=NN(C3)C3CC3 (6R)-6-{[7-chloro-2-(1-cyclopropyl-1H-pyrazol-4-yl)[1,2,4]triazolo[1,5-c]quinazolin-5-yl]amino}-1,4-diazepan-5-one